C(C)(C)(C)OC(NCC(CN(C)C)O)=O (3-(dimethylamino)-2-hydroxypropyl)carbamic acid tert-butyl ester